Cl.NCCC(=O)OCC#N Cyanomethyl 3-aminopropanoate hydrochloride